2-((1-(3-methyl-2-morpholino-4-oxo-3,4-dihydroquinazolin-8-yl)ethyl)amino)benzoic acid CN1C(=NC2=C(C=CC=C2C1=O)C(C)NC1=C(C(=O)O)C=CC=C1)N1CCOCC1